[P+3]=O Phosphorus(V)-oxide